2,6-diamino-N-(3-(2-((S)-4-(4-chlorophenyl)-2,3,9-trimethyl-6H-thieno[3,2-f][1,2,4]triazolo[4,3-a][1,4]diazepin-6-yl)acetamido)propyl)hexanamide hydrochloride Cl.NC(C(=O)NCCCNC(C[C@H]1C=2N(C3=C(C(=N1)C1=CC=C(C=C1)Cl)C(=C(S3)C)C)C(=NN2)C)=O)CCCCN